N-(phenyl)-DL-2,3-diaminopropionamide C1(=CC=CC=C1)NC([C@@H](CN)N)=O |r|